C(C1=CC=CC=C1)OCC1CC(C1)OCCNC 2-[3-(Benzyloxymethyl)cyclobutoxy]-N-methyl-ethanamine